N(=C=O)C1CCN(CC1)S(=O)(=O)C 4-isocyanato-1-methanesulfonylpiperidine